CN1N=C2C(N=C(C=C2C)N)=C1 2,7-dimethylpyrazolo[4,3-b]pyridin-5-amine